[SiH3]NP([O-])([O-])([SiH3])[SiH3] trisilyl-phosphoramidite